FC(C)(F)C=1C(=NC=CC1)C(=O)O 3-(1,1-difluoroethyl)pyridine-2-carboxylic acid